C1CC12CCN(CC2)C=2OC1=C(C=C(C=C1C(C2)=O)F)C(C)NC=2C(=NC(=CC2)Cl)C(=O)O 3-[1-[2-(6-Azaspiro[2.5]octan-6-yl)-6-fluoro-4-oxo-chromen-8-yl]ethylamino]-6-chloro-pyridine-2-carboxylic acid